β-iodobutyric acid IC(CC(=O)O)C